pyrrolo[2,3-b]pyrazin N1C=2C(=NC=C1)N=CC2